N-((S)-(4,4-difluorocyclohexyl)(4-fluoro-5-(((S)-2-oxo-4-(trifluoromethyl)-imidazolidin-1-yl)methyl)benzo[d]oxazol-2-yl)methyl)-1-ethyl-1H-pyrazole-5-carboxamide FC1(CCC(CC1)[C@H](NC(=O)C1=CC=NN1CC)C=1OC2=C(N1)C(=C(C=C2)CN2C(N[C@@H](C2)C(F)(F)F)=O)F)F